C(=C)C1=C(C=CC=C1)C=C bisVinyl-benzene